CC1=NC(=CC(=C1)C=1NC2=CC=C(C=C2C1C(C)C)C1CCN(CC1)C1CC(OC(C1)C)C)C 2-(2,6-dimethylpyridin-4-yl)-5-(1-(2,6-dimethyltetrahydro-2H-pyran-4-yl)piperidin-4-yl)-3-isopropyl-1H-indole